FC=1C=C(C=C(C1C)NC(\C=C\C1=CC=C2C(=NNC2=C1)F)=O)CCC(=O)O (E)-3-(3-fluoro-5-(3-(3-fluoro-1H-indazol-6-yl)acrylamido)-4-methylphenyl)propionic acid